ethyltrimethyl-phosphonium bromide [Br-].C(C)[P+](C)(C)C